6-bromo-1-{[2-fluoro-6-(trifluoromethyl)phenyl]methyl}-3-(6-methoxypyridazin-3-yl)-5-[(methylamino)methyl]thieno[2,3-d]pyrimidine-2,4-dione BrC1=C(C2=C(N(C(N(C2=O)C=2N=NC(=CC2)OC)=O)CC2=C(C=CC=C2C(F)(F)F)F)S1)CNC